2-Amino-N-(1-(4-(2-(exo-6-(aminomethyl)-3-azabicyclo[3.1.0]hexan-3-yl)ethyl)phenyl)-2-oxo-1,2-dihydropyrimidin-4-yl)-7-azaspiro[3.5]nonane-7-carboxamide hydrochloride Salt Cl.NC1CC2(C1)CCN(CC2)C(=O)NC2=NC(N(C=C2)C2=CC=C(C=C2)CCN2CC1C(C1C2)CN)=O